N[C@@H]1[C@H](C[C@H](OC1)C(=O)N1[C@H](C2=CC=CC=C2CC1)C1=CC=C(C=C1)F)O ((2S,4S,5S)-5-amino-4-hydroxytetrahydro-2H-pyran-2-yl)((S)-1-(4-fluorophenyl)-3,4-dihydroisoquinolin-2(1H)-yl)methanone